CN1N=C(C=C1)CN1[C@H](CCCC1)C(=O)O (2R)-1-[(1-methylpyrazol-3-yl)methyl]piperidine-2-carboxylic acid